1-[3-[(1R)-1-hydroxyethyl]-6-[6-(6-methylpyridazin-3-yl)oxypyrazolo[1,5-a]pyridin-3-yl]pyridin-2-yl]-5-methylpyrazole-3-carbonitrile O[C@H](C)C=1C(=NC(=CC1)C=1C=NN2C1C=CC(=C2)OC=2N=NC(=CC2)C)N2N=C(C=C2C)C#N